P-tolueneSulfonate CC1C=CC(S(=O)(=O)O)=CC=1